6-[(2S)-2-aminopropyl]-2-chloro-7-methyl-N-[(1,3-thiazol-2-yl)methyl]thieno[3,2-d]pyrimidin-4-amine trifluoroacetate FC(C(=O)O)(F)F.N[C@H](CC1=C(C=2N=C(N=C(C2S1)NCC=1SC=CN1)Cl)C)C